methyl (R)-1-(3-((tert-butoxycarbonyl)amino)-3-(6-(pyridazin-4-yl)pyridin-3-yl)propyl)piperidine-4-carboxylate C(C)(C)(C)OC(=O)N[C@H](CCN1CCC(CC1)C(=O)OC)C=1C=NC(=CC1)C1=CN=NC=C1